3-(1-Propylpiperidin-4-yl)phenol C(CC)N1CCC(CC1)C=1C=C(C=CC1)O